tert-butyl (2s)-2-(tert-butoxycarbonylamino)-4-[2-[1-(3-fluorophenyl)cyclobutyl]ethylsulfanyl]butanoate C(C)(C)(C)OC(=O)N[C@H](C(=O)OC(C)(C)C)CCSCCC1(CCC1)C1=CC(=CC=C1)F